2-amino-5-(1-methyl-1H-pyrazol-4-yl)-N-[(1S,2S)-2-{[4-(4,4,5,5-tetramethyl-1,3,2-dioxaborolan-2-yl)phenyl]methoxy}cyclopentyl]pyridine-3-carboxamide NC1=NC=C(C=C1C(=O)N[C@@H]1[C@H](CCC1)OCC1=CC=C(C=C1)B1OC(C(O1)(C)C)(C)C)C=1C=NN(C1)C